C(C)OC=1C=C(C(=O)N(C)C2=CC=3OC(C(=CC3S2)C(=O)O)=O)C=CC1 2-(3-ethoxy-N-methylbenzamido)-5-oxo-5H-thieno[3,2-b]pyran-6-carboxylic acid